4-(5-(2,6-dimethylphenoxy)-1-(2-fluoro-2-methylpropyl)-1H-indazol-6-yl)-N-ethyl-6-methyl-7-oxo-6,7-dihydro-1H-pyrrolo[2,3-c]pyridine-2-carboxamide CC1=C(OC=2C=C3C=NN(C3=CC2C=2C3=C(C(N(C2)C)=O)NC(=C3)C(=O)NCC)CC(C)(C)F)C(=CC=C1)C